C(CCCCC=CCCCCCCCCCCCCCCCCCCCCCCC)(=O)O 6-Triacontenoic acid